(2S)-2-(3-hydroxy-2-phenylpropanamido)-4-((2-methoxyethyl)(4-(5,6,7,8-tetrahydro-1,8-naphthyridin-2-yl)butyl)amino)butanoic acid OCC(C(=O)N[C@H](C(=O)O)CCN(CCCCC1=NC=2NCCCC2C=C1)CCOC)C1=CC=CC=C1